2-(2-Hexyloxyethoxy)-1-aminoethan C(CCCCC)OCCOCCN